FC(C(C(C(F)F)(F)F)(F)F)(F)C1OC(C(O1)(F)C(C(C(C(F)F)(F)F)(F)F)(F)F)(F)F 2,4-bis(1,1,2,2,3,3,4,4-octafluorobutyl)-4,5,5-trifluoro-1,3-dioxolane